C(C=C)(=O)OCCN=C=O acryloyloxy-ethyl isocyanate